F[C@@H]1[C@@H]([C@@H](N(C1)C(=O)C1OCC1)CC=1C(=C(C=CC1)C1=C(C=CC(=C1)F)F)F)NS(=O)(=O)C N-{(2S,3R,4S)-4-fluoro-1-(oxetane-2-carbonyl)-2-[(2,2',5'-trifluoro[1,1'-biphenyl]-3-yl)methyl]pyrrolidin-3-yl}-methanesulfonamide